CCCCCCCCCCCCCCC(=O)O[C@H](COC(=O)CCCCCCC/C=C\C/C=C\C/C=C\CC)COP(=O)(O)OC[C@H](CO)O 1-(9Z,12Z,15Z-octadecatrienoyl)-2-pentadecanoyl-glycero-3-phospho-(1'-sn-glycerol)